ethyl-2-(p-menthane-3-carboxamido)acetic acid C(C)C(C(=O)O)NC(=O)C1CC(CCC1C(C)C)C